N-((4r,5s,7r,8r,9s,10r)-8,10-dihydroxy-7-(hydroxymethyl)-9-(4-(3,4,5-trifluorophenyl)-1H-1,2,3-triazol-1-yl)-1,6-dioxaspiro[4.5]dec-4-yl)-4-fluoro-1H-indole-3-carboxamide O[C@H]1[C@H](O[C@@]2([C@@H](CCO2)NC(=O)C2=CNC3=CC=CC(=C23)F)[C@@H]([C@H]1N1N=NC(=C1)C1=CC(=C(C(=C1)F)F)F)O)CO